C1(=CC=CC=C1)C1=NC(=NC(=N1)C1=CC=CC=C1)C1=C(C=CC=C1)C1=C(C(=NC(=C1)C1=CC=C(C=C1)N1C2=CC=CC=C2C=2C=C(C=CC12)C1=CC=CC=C1)C1=CC=C(C=C1)N1C2=CC=CC=C2C=2C=C(C=CC12)C)C1=CC=C(C=C1)N1C2=CC=CC=C2C=2C=C(C=CC12)C 9,9'-((4-(2-(4,6-diphenyl-1,3,5-triazin-2-yl)phenyl)-6-(4-(3-phenyl-9H-carbazol-9-yl)phenyl)pyridine-2,3-diyl)bis(4,1-phenylene))bis(3-methyl-9H-carbazole)